ClC1=CC=C(C=C1)C1=C(CCC(C1)(C)C)CC1=C(C(=C(C(=O)N)C=C1)OC=1C=C2C(=NC1)NC=C2)N2CCNCC2 4-{[2-(4-chlorophenyl)-4,4-dimethylcyclohex-1-en-1-yl]methyl}{piperazin-1-yl}-2-(1H-pyrrolo[2,3-b]pyridin-5-yloxy)benzamide